N-cyclopentyl-2-methyl-1,3-benzoxazole C1(CCCC1)N1C(OC2=C1C=CC=C2)C